C1(CCCCC1)[C@@H](C(=O)N1[C@@H](CN(CC1)C(=O)C=1N(C2=CC(=CC=C2C1)OC)C)C)NC(OC(C)(C)C)=O Tert-Butyl ((S)-1-cyclohexyl-2-((R)-4-(6-methoxy-1-methyl-1H-indole-2-carbonyl)-2-methylpiperazin-1-yl)-2-oxoethyl)carbamate